BrC1=CC=C2C(=C(C=NC2=C1)[N+](=O)[O-])P(C)(C)=O (7-Bromo-3-nitroquinolin-4-yl)dimethylphosphine oxide